1-ethyl-2-methylpyrrolidinium methanesulfonate CS(=O)(=O)[O-].C(C)[NH+]1C(CCC1)C